NC1=NC=CC(=C1C#CC(C)(C)N1CCN(CC1)C(=O)OC(C)(C)C)OC1=C(C=C(C=C1)NC(=O)C=1C(N(N=CC1)C1=CC=C(C=C1)F)=O)F tert-Butyl 4-(4-(2-amino-4-(2-fluoro-4-(2-(4-fluorophenyl)-3-oxo-2,3-dihydropyridazine-4-carboxamido)phenoxy)pyridin-3-yl)-2-methylbut-3-yn-2-yl)piperazine-1-carboxylate